2-(2-(tert-Butoxycarbonyl)octahydrocyclopenta[c]pyrrol-5-yl)propionic acid C(C)(C)(C)OC(=O)N1CC2C(C1)CC(C2)C(C(=O)O)C